3-[4-[3-[(3S)-3-cyclopropylpiperazin-1-yl]-1,2,4-triazin-6-yl]-3-(methoxymethoxy)phenyl]1,2,4-thiadiazole C1(CC1)[C@H]1CN(CCN1)C=1N=NC(=CN1)C1=C(C=C(C=C1)C1=NSC=N1)OCOC